N1N=NC2=C1C=CC=C2.[Ca] calcium benzotriazole